C(#N)N1CC(CCC1)(C(=O)NC=1SC(=NN1)C1=CC=CC=C1)F 1-Cyano-3-fluoro-N-(5-phenyl-1,3,4-thiadiazol-2-yl)piperidine-3-carboxamide